trivinyl-cyclotetrasiloxane C(=C)[SiH]1O[Si](O[SiH2]O[SiH2]O1)(C=C)C=C